2-((2-((4-(4-(4-(3-((2,6-dioxopiperidin-3-yl)amino)benzyl)piperazin-1-yl)piperidin-1-yl)-2-methoxyphenyl)amino)-5-(trifluoromethyl)pyridin-4-yl)amino)-N-methylbenzamide O=C1NC(CCC1NC=1C=C(CN2CCN(CC2)C2CCN(CC2)C2=CC(=C(C=C2)NC2=NC=C(C(=C2)NC2=C(C(=O)NC)C=CC=C2)C(F)(F)F)OC)C=CC1)=O